ClC1=CC=C(C=C1)NC1=NC=C(C(=N1)NN1C(OC2=C1C=CC=C2)=O)C [2-(4-chloro-phenylamino)-5-methyl-pyrimidin-4-ylamino]-3H-benzooxazol-2-one